methyl N5-(1-benzylcyclopropyl)-N5-methyl-L-glutaminate hydrochloride Cl.C(C1=CC=CC=C1)C1(CC1)N(C(CC[C@H](N)C(=O)OC)=O)C